C([C@H](C(=O)O)N)SSC[C@H](C(=O)O)N The molecule is the D-enantiomer of cystine. It has a role as an EC 1.2.1.12 (aspartate-semialdehyde dehydrogenase) inhibitor. It is an enantiomer of a L-cystine. It is a tautomer of a D-cystine zwitterion.